COC1=NN(C=C1[N+](=O)[O-])CCCN1CCN(CC1)CCCNC(OC(C)(C)C)=O tert-butyl N-[3-[4-[3-(3-methoxy-4-nitro-pyrazol-1-yl)propyl] piperazin-1-yl]propyl]carbamate